C#CCCCC Hexyn